O1CCN(CC1)C1=C(C=CC(=C1)C(F)(F)F)C(C)=O 1-(2-morpholino-4-(trifluoromethyl)phenyl)ethan-1-one